ClC=1C=C(C=C(C1)F)C1CCN(CC1)C(CN1N=C(C2=C1CCC2)C(=O)N2C[C@H](O[C@H](C2)C)C)=O 1-[4-(3-chloro-5-fluorophenyl)piperidin-1-yl]-2-{3-[(2R,6S)-2,6-dimethylmorpholine-4-carbonyl]-5,6-dihydrocyclopenta[c]pyrazol-1(4H)-yl}ethan-1-one